1,4,10,13-tetraoxa-7,16-diazaoctadecane OCCOCCNCCOCCOCCNCC